NN1CNN=C1C1=CC(=CC=C1)C 4-amino-5-(3-methylphenyl)-2H-1,2,4-triazole